N1CC(CC1)CN1CCC(CC1)NC(OCC1=CC=CC=C1)=O benzyl (1-(pyrrolidin-3-ylmethyl)piperidin-4-yl)carbamate